NC1=C(C=C(C=N1)NC(C(=O)N1C(CCC(C1)(C)C)C1=CC=CC=C1)=O)C N-(6-amino-5-methylpyridin-3-yl)-2-(5,5-dimethyl-2-phenylpiperidin-1-yl)-2-oxoacetamide